C(C)(C)(C)OC(CN1CCN(CCN(CCN(CC1)CC(=O)OC(C)(C)C)CCS(=O)(=O)C=C)CC(=O)OC(C)(C)C)=O [4,10-Bis-tertbutoxycarbonylmethyl-7-(2-ethenesulfonyl-ethyl)-1,4,7,10-tetraaza-cyclododec-1-yl]-acetic acid tert-butyl ester